C(C=C)(=O)N1CC2N(C(C=3C(=C(C(=C4C=NN(C34)CC2)C2=CC=C(C=3SC(=C(C32)C#N)N)F)F)F)=O)CC1 4-(10-Acryloyl-1,2-difluoro-14-oxo-8,8a,9,10,11,12-hexahydro-7H,14H-pyrazino[1',2':5,6][1,5]diazocino[3,2,1-hi]indazol-3-yl)-2-amino-7-fluorobenzo[b]thiophene-3-carbonitrile